N-(2-([1,4'-Bipiperidin]-1'-yl)-5-bromopyridin-3-yl)benzenesulfonamide N1(CCCCC1)C1CCN(CC1)C1=NC=C(C=C1NS(=O)(=O)C1=CC=CC=C1)Br